BrC1=C(SC(=C1C(OCC)OCC)[Si](C)(C)C)[Si](C)(C)C [3-bromo-4-(diethoxymethyl)-5-trimethylsilyl-2-thienyl]-trimethyl-silane